C(C)(=O)[O-].C(CCCCCCCCCCC)[NH+]1CC(CCC1)C 1-Dodecyl-3-Methylpiperidinium acetat